sodium bis(myristyl-glutamine) C(CCCCCCCCCCCCC)N[C@@H](CCC(N)=O)C(=O)O.C(CCCCCCCCCCCCC)N[C@@H](CCC(N)=O)C(=O)O.[Na]